OC=1C(=C(C(=CC1)C)NC(=O)C1=CN=C(S1)NC1=NC(=CC=C1)NC(C(C)(C)C)=O)C N-(3-Hydroxy-2,6-dimethylphenyl)-2-((6-pivalamidopyridin-2-yl)amino)thiazole-5-carboxamide